CN1C=C(C=2C1=CN=C(C2)NC(C)=O)C2=CC(=C1C(=N2)C2(OCC1)COCC2)OCC2(COC2)C N-(1-methyl-3-(4'-((3-methyloxetane-3-yl)methoxy)-4,5,5',6'-tetrahydro-2H-spiro[furan-3,8'-pyrano[3,4-b]pyridin]-2'-yl)-1H-pyrrolo[2,3-c]pyridin-5-yl)acetamide